tert-butyl (S)-2,2-dimethyl-4-(2-methylbut-3-en-2-yl)oxazolidine-3-carboxylate CC1(OC[C@@H](N1C(=O)OC(C)(C)C)C(C)(C=C)C)C